NC(C)NCCC[Si](O)(O)O N-(α-aminoethyl)-3-aminopropylsilanetriol